CN1CCN(CC1)CC1=CC=C(COC2=CC=CC=3NC4=CC=CC=C4C23)C=C1 4-(4-((4-methylpiperazin-1-yl)methyl)benzyloxy)-9H-carbazole